1-chloro-2-(trifluoromethanesulfonyl)benzene ClC1=C(C=CC=C1)S(=O)(=O)C(F)(F)F